FC=1C=C(CNC2=NC(N3C(N4C(CSCC4)C3)=C2)=O)C=CC1F 7-((3,4-difluorobenzyl)amino)-3,4,11,11a-tetrahydropyrimido[6',1':2,3]imidazo[5,1-c][1,4]thiazin-9(1H)-one